O=C1NC(CCC1N1CCCC2=C(C=CC=C12)OC1CCN(CC1)C(=O)OC(C)(C)C)=O tert-butyl 4-[[1-(2,6-dioxo-3-piperidyl)-3,4-dihydro-2H-quinolin-5-yl]oxy]piperidine-1-carboxylate